C(CC=CCC)C1CCCC(O1)=O tetrahydro-6-(3-hexenyl)-2H-pyran-2-one